tripentaerythritol (triacrylate) C(C=C)(=O)O.C(C=C)(=O)O.C(C=C)(=O)O.OCC(CO)(COCC(CO)(COCC(CO)(CO)CO)CO)CO